3-chloro-4-fluoro-5-(4-(4-methylpiperazin-1-yl)phenyl)pyridin-2-amine ClC=1C(=NC=C(C1F)C1=CC=C(C=C1)N1CCN(CC1)C)N